CNC(C1=CC(=CC=C1)CN1C(C2=CC=C(C=C2C=C1)C=1C=NNC1C(F)(F)F)=O)=O n-methyl-3-((1-oxo-6-(5-(trifluoromethyl)-1H-pyrazol-4-yl)isoquinolin-2(1H)-yl)methyl)benzamide